ClC=1C=CC(=C(C1)C1=CC(N(C=C1OC)[C@H](C(=O)NC1=CC(=C(C=C1)CO)F)CC)=O)N1N=NC(=C1)C1=CC(=CC=C1)F (S)-2-(4-(5-chloro-2-(4-(3-fluorophenyl)-1H-1,2,3-triazol-1-yl)phenyl)-5-methoxy-2-oxopyridin-1(2H)-yl)-N-(3-fluoro-4-(hydroxymethyl)phenyl)butanamide